N-β-aminoethyl-β-aminopropyl-trimethoxysilane NCCNC(C[Si](OC)(OC)OC)C